3,6,7,8-tetrahydro-6-[(3,6,7,8-tetrahydrobenzo[1,2-b:4,3-b']dipyrrol-2-yl)carbonyl]benzo[1,2-b:4,3-b']dipyrrole C=1C2=C(NC1C(=O)N1C3=C(CC1)C1=C(NC=C1)C=C3)C=CC=3NCCC32